C(\C=C/C(=O)OCCCC)(=O)OCCCC dibutyl (Z)-but-2-enediate